CC1CN2N=CC(C3=NNC=4C=CC(O[C@@H](CCNC(O1)=O)C)=CC34)=C2 (13R)-7,13-dimethyl-8,14-dioxa-4,5,10,19,20-pentaazatetracyclo[13.5.2.12,5.018,21]tricosa-1(20),2(23),3,15(22),16,18(21)-hexaen-9-one